N=1NC=CC1C(=O)[O-] Pyrazole-5(2H)-carboxylate